tert-butyl 6-(1-(6-bromo-1H-imidazo[4,5-b]pyridin-2-yl)ethyl)-3,4-dihydro-1,5-naphthyridine-1(2H)-carboxylate BrC=1C=C2C(=NC1)N=C(N2)C(C)C=2N=C1CCCN(C1=CC2)C(=O)OC(C)(C)C